FC=1C2=C(C=C3C=NNC13)N(C(=C2C2CCC(CC2)C(=O)OC)C(C)(C)O)C2=CC(=C(C=C2)F)OC methyl 4-[8-fluoro-5-(4-fluoro-3-methoxy-phenyl)-6-(1-hydroxy-1-methyl-ethyl)-1H-pyrrolo[2,3-f]indazol-7-yl]cyclohexanecarboxylate